C1(CCC1)C1=CC=C(C=C1)[C@@H]1N(C[C@H](CC1)C)C(C(=O)NC=1C=C(C=NC1)C(=O)N)=O |r| rac-5-{2-[(2R,5S)-2-(4-Cyclobutylphenyl)-5-methylpiperidin-1-yl]-2-oxoacetamido}pyridine-3-carboxamide